3-(5-bromo-2-{2-[(1S)-1-methoxyethyl]pyridin-3-yl}-1H-indol-3-yl)-2,2-dimethylpropan-1-ol BrC=1C=C2C(=C(NC2=CC1)C=1C(=NC=CC1)[C@H](C)OC)CC(CO)(C)C